CC1([C@@H](CC=2C(=NC=C(C2)C2=NC(=NO2)C=2SC=CN2)O1)O)C (R)-2,2-dimethyl-6-(3-(thiazol-2-yl)-1,2,4-oxadiazol-5-yl)-3,4-dihydro-2H-pyrano[2,3-b]pyridin-3-ol